4-(5-((((1S,2R,4S)-2-Hydroxy-4-((imidazo[1,2-a]pyridin-8-ylmethyl)amino)cyclohexyl)amino)methyl)-thiazol-2-yl)-1-methyl-1H-pyrazole-3-carbonitrile O[C@H]1[C@H](CC[C@@H](C1)NCC=1C=2N(C=CC1)C=CN2)NCC2=CN=C(S2)C=2C(=NN(C2)C)C#N